(D)-Aspartate N[C@H](CC(=O)[O-])C(=O)[O-]